N,N'-[(methylimino)bis(4,1-phenylene)]bismaleimide CN(C1=CC=C(C=C1)N1C(C=CC1=O)=O)C1=CC=C(C=C1)N1C(C=CC1=O)=O